COS(=O)(=O)C1=C(C=C(C=C1)C)[C@@H]1N(CCOC1)C (S)-(4-methylmorpholin-3-yl)4-methylbenzenesulfonic acid methyl ester